3-bromo-7-methyldibenzo[b,f][1,4]oxazepin-11(10H)-one BrC1=CC2=C(C(NC3=C(O2)C=C(C=C3)C)=O)C=C1